OCC(NC(=O)N)(CO)CO N-(trishydroxymethylmethyl)urea